bis[2-hydroxy-5-(carboxyethyl)benzyl]-ethylenediamine OC1=C(CNCCNCC2=C(C=CC(=C2)CCC(=O)O)O)C=C(C=C1)CCC(=O)O